3-chloro-1-(3-methyloxetan-3-yl)-4-nitro-1H-pyrazole ClC1=NN(C=C1[N+](=O)[O-])C1(COC1)C